C(C=C)(=O)N1CCN(CC1)C1=C(C(=NC2=C(C=CC=C12)OC1=NC(=NC=C1C)N)C1=C2CCN(CC2=CC=C1)C)C#N 4-(4-propenoylpiperazin-1-yl)-8-((2-amino-5-methylpyrimidin-4-yl)oxy)-2-(2-methyl-1,2,3,4-tetrahydroisoquinolin-5-yl)quinoline-3-carbonitrile